Cl.N[C@H](C(=O)O)C(CC)C1=CC=C(C=C1)F (2S)-2-amino-3-(4-fluorophenyl)pentanoic acid hydrochloride